C(CCCCCCCCCCCCCC#CCCCCCCCC)(=O)O 15-Tetracosaynoic acid